2'-chloro-4-((3,5-difluoropyridin-2-yl)methoxy)-5'-methyl-6-(methyl-d3)-2H-[1,4'-bipyridyl]-2-one ClC1=NC=C(C(=C1)N1C(C=C(C=C1C([2H])([2H])[2H])OCC1=NC=C(C=C1F)F)=O)C